4-amino-N-cyclopentyl-N-((1-ethyl-1,2,3,4-tetrahydroquinolin-6-yl)methyl)benzenesulfonamide 2-(2,4-dinitrophenylsulfonyl)ethyl-carbamate [N+](=O)([O-])C1=C(C=CC(=C1)[N+](=O)[O-])S(=O)(=O)CCNC(O)=O.NC1=CC=C(C=C1)S(=O)(=O)N(CC=1C=C2CCCN(C2=CC1)CC)C1CCCC1